BrC1=CC=C(C=N1)S(=O)(=O)N 6-Bromopyridine-3-sulfonamide